COC(=O)N1CCC(CC1)COC1=CC(=C2C(NC(=NC2=C1)CSC1CCOCC1)=O)F 4-(((5-fluoro-4-oxo-2-(((tetrahydro-2H-pyran-4-yl)thio)methyl)-3,4-dihydroquinazolin-7-yl)oxy)methyl)piperidine-1-carboxylic acid methyl ester